C1(=CC=C(C=C1)C=1SC=C(N1)C(=O)N)C 2-(p-tolyl)thiazole-4-carboxamide